ClC=1C(=NC(=NC1)NC1=C(C=C(C(=C1)[N+](=O)[O-])F)OC)NC=1C(=C2N=CC=NC2=CC1)P(C)(C)=O (6-((5-chloro-2-((4-fluoro-2-methoxy-5-nitrophenyl)amino)pyrimidin-4-yl)amino)quinoxalin-5-yl)dimethylphosphine oxide